C(C)O[Si](C=1C=C(C=CC1)C1C(=O)OC(C1)=O)(OCC)OCC m-(triethoxysilyl)phenyl-succinic anhydride